CN1CCN(CC1)C[SiH](C1=CC=C(C=C)C=C1)COC 4-[(4-methylpiperazine-1-yl)methylmethoxymethylsilyl]styrene